3-oxoindole-5-sulfonate O=C1C=NC2=CC=C(C=C12)S(=O)(=O)[O-]